5-(2-oxo-2-(2-oxa-6-azaspiro[3.3]heptan-6-yl)ethyl)thieno[3,2-c]pyridin-4(5H)-one O=C(CN1C(C2=C(C=C1)SC=C2)=O)N2CC1(COC1)C2